ethylene glycol bisthiopropynate C(C#C)(=S)OCCO